C=C(CCN1N(CCCCC1)CCC(C=C)=C)C=C N,N'-bis(3-methylenepent-4-enyl)diazepane